N1N=CC2=CC(=CC=C12)S(=O)(=O)N1CCC2(CC(CO2)NC[C@@H](COC2=CC(=CC=C2)S(=O)(=O)C)O)CC1 (2S)-1-(8-(1H-indazol-5-ylsulfonyl)-1-oxa-8-azaspiro[4.5]decan-3-ylamino)-3-(3-(methylsulfonyl)phenoxy)propan-2-ol